7-chloro-6-(2-fluoro-5-hydroxy-phenyl)-8-(trifluoromethyl)-4H-[1,2,4]triazolo[1,5-a][1,4]benzodiazepine-2-carboxylic acid ClC1=C(C=CC2=C1C(=NCC=1N2N=C(N1)C(=O)O)C1=C(C=CC(=C1)O)F)C(F)(F)F